3-(3-chloro-4-fluorophenyl)-1-ethyl-1-(1-(1-oxo-1,2-dihydroisoquinolin-4-yl)propyl)urea ClC=1C=C(C=CC1F)NC(N(C(CC)C1=CNC(C2=CC=CC=C12)=O)CC)=O